(3S,4S)-3-amino-4-hydroxy-tetrahydropyran N[C@H]1COCC[C@@H]1O